ClC1=C(C=CC=C1)N1CCN(CC1)C=1N=C2N(C(C1C)=O)C=C(C=C2[C@@H](C)NC2=C(C(=O)O)C=CC=C2)C (R)-2-((1-(2-(4-(2-chlorophenyl)piperazin-1-yl)-3,7-dimethyl-4-oxo-4H-pyrido[1,2-a]pyrimidin-9-yl)ethyl)amino)benzoic acid